N1C(=CC=2C=NC=CC21)CNC(CN2C(=NC=C(C2=O)NC(=O)C2CCC(CC2)C2=CC=CC=C2)C2=CC=CC=C2)=O N-(1-(2-(((1H-pyrrolo[3,2-c]pyridine-2-yl)methyl)amino)-2-oxoethyl)-6-oxo-2-phenyl-1,6-dihydropyrimidin-5-yl)-4-phenylcyclohexane-1-carboxamide